FC=1C(=C(C=CC1)C=1C=C2C(=NN1)NC[C@]1(N2C[C@@H](C1)O)C)O (6aS,8R)-2-(3-fluoro-2-hydroxyphenyl)-6a-methyl-5,6,6a,7,8,9-hexahydropyrrolo[1',2':4,5]pyrazino[2,3-c]pyridazin-8-ol